(R)-3-cyclopropyl-5-((3-methylpiperazin-1-yl)methyl)aniline C1(CC1)C=1C=C(N)C=C(C1)CN1C[C@H](NCC1)C